N4-(2-(1H-imidazol-5-yl)ethyl)-N2,N2,N6,N6-tetrakis(2-methoxyethyl)-8-(4-methoxypiperidin-1-yl)pyrimido[5,4-d]pyrimidine-2,4,6-triamine N1C=NC=C1CCNC=1C2=C(N=C(N1)N(CCOC)CCOC)C(=NC(=N2)N(CCOC)CCOC)N2CCC(CC2)OC